ClC1=CN=C2N1C=C(C=C2C(=O)OC)CO methyl 3-chloro-6-(hydroxymethyl)imidazo[1,2-a]pyridine-8-carboxylate